3-methylbutyl-((E)-2-methoxy-4-(prop-1-en-1-yl)phenol) CC(CCC=1C(=C(C=CC1\C=C\C)O)OC)C